N',3-dihydroxypyridinecarboxamidine ON=C(N)C1=NC=CC=C1O